N1N=CC(=C1)C1=CC=C(C=C1)NC=1C2=C(N=C(N1)C1=CC=C3C=C(NC3=C1)C(=O)NC(C)C)C=CS2 6-(4-((4-(1H-pyrazol-4-yl)phenyl)amino)thieno[3,2-d]pyrimidin-2-yl)-N-isopropyl-1H-indole-2-carboxamide